(dihydroxy)aluminum O[Al]O